[I-].BrC=1C=C2C(=NC1)NC=C2C[NH+](C)C 1-(5-Bromo-1H-pyrrolo[2,3-b]pyridin-3-yl)-N,N,N-trimethylammonium iodide